tert-butyl 3-bromo-2-((tert-butoxycarbonyl)oxy)-6-(isopropoxymethyl)benzoate BrC=1C(=C(C(=O)OC(C)(C)C)C(=CC1)COC(C)C)OC(=O)OC(C)(C)C